N-(6-(2H-1,2,3-triazol-2-yl)-5-trifluoromethyl-pyridin-3-yl)-1-(2-oxo-1,2-dihydrobenzo[cd]indol-6-yl)-5-trifluoromethyl-1H-pyrazole-4-carboxamide N=1N(N=CC1)C1=C(C=C(C=N1)NC(=O)C=1C=NN(C1C(F)(F)F)C=1C=2C3=C(C(NC3=CC1)=O)C=CC2)C(F)(F)F